3,7-dihydro-1,3-dimethyl-1H-purine-2,6-dione CN1C(N(C=2N=CNC2C1=O)C)=O